2-[4-(isopropoxycarbonylamino)cyclohexyl]Thiazole C(C)(C)OC(=O)NC1CCC(CC1)C=1SC=CN1